FC(OC(CCCCCC(C(=O)OCC)(C)C)CCCCCC(C(=O)OCC)(C)C)F diethyl 8-(difluoromethoxy)-2,2,14,14-tetramethylpentadecanedioate